BrC=1C=C(N)C=C(C1OC=1N=NC(=C(C1)C(C([2H])([2H])[2H])C([2H])([2H])[2H])Cl)Cl 3-bromo-5-chloro-4-((6-chloro-5-di(trideuteromethyl)methylpyridazin-3-yl)oxy)aniline